(6,6-dimethylbicyclo[3.1.1]hept-2-en-2-yl)methanol CC1(C2CC=C(C1C2)CO)C